3-oxo-N-{[(1r,4r)-4-{[(2E)-3-(1-methylpyrrolidin-2-yl)prop-2-enamido]methyl}cyclohexyl]methyl}-2H,3H-[1,2,4]triazolo[4,3-a]pyridine-8-carboxamide O=C1NN=C2N1C=CC=C2C(=O)NCC2CCC(CC2)CNC(\C=C\C2N(CCC2)C)=O